7-cyclopentyl-2-[[5-[4-(dimethoxymethyl)-4-fluoro-1-piperidinyl]-2-pyridinyl]amino]-N,N-dimethyl-pyrrolo[2,3-d]pyrimidine-6-carboxamide C1(CCCC1)N1C(=CC2=C1N=C(N=C2)NC2=NC=C(C=C2)N2CCC(CC2)(F)C(OC)OC)C(=O)N(C)C